4-{3-[4-(3,4-dimethoxyphenyl)-1H-imidazol-2-yl]phenyl}morpholine COC=1C=C(C=CC1OC)C=1N=C(NC1)C=1C=C(C=CC1)N1CCOCC1